rac-(1S*,2S*)-2-(4-methylthiazol-2-yl)cyclopropane-1-carboxamide CC=1N=C(SC1)[C@@H]1[C@H](C1)C(=O)N |r|